phenyl-chromane C1(=CC=CC=C1)C1OC2=CC=CC=C2CC1